(R)-5-(2-(dimethylamino)ethoxy)-N-(1-(3-(1-ethyl-1H-pyrazol-3-yl)-5-(1-((3-methyl-1,2,4-oxadiazol-5-yl)methyl)-1H-pyrazol-4-yl)phenyl)ethyl)-2-methylbenzamide CN(CCOC=1C=CC(=C(C(=O)N[C@H](C)C2=CC(=CC(=C2)C=2C=NN(C2)CC2=NC(=NO2)C)C2=NN(C=C2)CC)C1)C)C